3-Methylthio-1-propanamin CSCCCN